C(CCCCCCCCCCCC)[N+](CC1=CC=CC=C1)(CC)CC N-tridecyl-N,N-diethyl-N-benzylammonium